C(C)(C)(C)OC(=O)N1CCN(CC1)C=1C=NN2C1C=CC(=C2)C2=NC1=C(N2)C=CC=C1 4-(6-(1H-benzo[d]imidazol-2-yl)pyrazolo[1,5-a]pyridin-3-yl)piperazine-1-carboxylic acid tert-butyl ester